1-amino-4-(2-chloro-3-methoxyphenyl)-3-methyl-1H-pyrrole-2-carboxylic acid methyl ester COC(=O)C=1N(C=C(C1C)C1=C(C(=CC=C1)OC)Cl)N